ClC=1C=C2C=3C(=NC(N(C3C1)C=1C(=NC=CC1)C)=O)NC2 7-chloro-1-(2-methylpyridin-3-yl)-4,5-dihydropyrrolo[2,3,4-de]quinazolin-2(1H)-one